(S)-(4-(4-fluorobenzo[d]thiazol-2-yl)-6,7-dihydro-1H-imidazo[4,5-c]pyridin-5(4H)-yl)(2-(1-hydroxycyclobutyl)-4-methyloxazol-5-yl)methanone FC1=CC=CC2=C1N=C(S2)[C@H]2N(CCC1=C2N=CN1)C(=O)C1=C(N=C(O1)C1(CCC1)O)C